C[Si](C)(C)OCCOCCO diethylene glycol mono(trimethylsilyl) ether